C(C1=CC=CC=C1)N1CC(C(CC1)C)NC racemic-1-benzyl-4-methyl-3-methylamino-piperidine